C1(CC1)OC(C)C1=NC=CC(=C1)[C@@H](C(F)F)O (1S)-1-[2-[1-(cyclopropoxy)ethyl]-4-pyridyl]-2,2-difluoro-ethanol